methyl-1,8-naphthyridin-2-one CC=1C(NC2=NC=CC=C2C1)=O